di-zinc methacrylate C(C(=C)C)(=O)[O-].[Zn+2].[Zn+2].C(C(=C)C)(=O)[O-].C(C(=C)C)(=O)[O-].C(C(=C)C)(=O)[O-]